C(C)(C)C=1C=C(OCC=2N(C(=NN2)C2=CC=C(C=N2)N)C)C=CC1 6-[5-[(3-isopropylphenoxy)methyl]-4-methyl-1,2,4-triazol-3-yl]pyridin-3-amine